FC=1C(=C(C#N)C=CC1OC)B1OC(C(O1)(C)C)(C)C 3-fluoro-4-methoxy-2-(4,4,5,5-tetramethyl-1,3,2-dioxaborolan-2-yl)benzonitrile